C(CC(C)C)OC(CP(=O)CCOCCC(C)C)=O 2-(isopentyloxyethylphosphinyl)-acetic acid isoamyl ester